methyl-benzyl bromide CC(C1=CC=CC=C1)Br